1,6-dimethyl-4-(trifluoromethyl)pyridin-2(1H)-one CN1C(C=C(C=C1C)C(F)(F)F)=O